2-fluoro-4-hydroxy-5-iodo-benzoate FC1=C(C(=O)[O-])C=C(C(=C1)O)I